C(C)[C@H](C(=O)O)CC(=O)C1=CC2=C(S1)C=C(C(=C2)OC(C)C)OC (S)-2-ethyl-4-(5-isopropoxy-6-methoxybenzo[b]thiophen-2-yl)-4-oxobutanoic acid